Ethyl-3-[(2-phenyl-1,3-oxazole-5-carbonyl)amino]benzoic acid C(C)C1=C(C(=O)O)C=CC=C1NC(=O)C1=CN=C(O1)C1=CC=CC=C1